2-(2,5-difluoromethyl-benzoyl)-2,3,4,9-tetrahydro-1H-β-carboline FCC1=C(C(=O)N2CC=3NC4=CC=CC=C4C3CC2)C=C(C=C1)CF